5-(2-bromobenzoyl)amino-3-(1-butylpiperidin-4-yl)-1H-indole BrC1=C(C(=O)NC=2C=C3C(=CNC3=CC2)C2CCN(CC2)CCCC)C=CC=C1